ClC=1C(=C(CN2CCC(CC2)(C(=O)O)CC2=NC(=C(C(=C2C)CC)C)NC2=NNC(=C2)C)C=CC1)F 1-(3-chloro-2-fluorobenzyl)-4-((4-ethyl-3,5-dimethyl-6-((5-methyl-1H-pyrazol-3-yl)amino)pyridin-2-yl)methyl)piperidine-4-carboxylic acid